1-undecyloxy-pyrene-3,6,8-trisulfonic acid C(CCCCCCCCCC)OC1=CC(=C2C=CC=3C(=CC(=C4C=CC1=C2C34)S(=O)(=O)O)S(=O)(=O)O)S(=O)(=O)O